C(C)C1=CC=C(C=C1)C(=O)C=1OC(=CN1)C1=CC=C(C=C1)CC (4-ethylphenyl)(5-(4-ethylphenyl)oxazol-2-yl)methanone